ClC1=C2CC(OC(C2=C(C(=C1)C(=O)NC(C(=O)O)CC1=CC=CC=C1)O)=O)C 2-[(5-chloro-8-hydroxy-3-methyl-1-oxo-3,4-dihydroisochromen-7-carbonyl)amino]-3-phenylpropionic acid